1-(5-chloro-1H-indol-3-yl)-3-((1r,4r)-4-(4,4-difluoropiperidin-1-yl)cyclohexyl)urea ClC=1C=C2C(=CNC2=CC1)NC(=O)NC1CCC(CC1)N1CCC(CC1)(F)F